3-ethyl-5-nitrobenzene C(C)C=1C=CC=C(C1)[N+](=O)[O-]